C(CCOCCOCCOCCOCCOC)(=O)O 4,7,10,13,16-pentaoxaheptadecanoic acid